NC1=C(C=NC=C1C)OC1=C(C(=O)OC)C(=CC=C1)Cl methyl 2-((4-amino-5-methylpyridin-3-yl)oxy)-6-chlorobenzoate